(R)-8-(benzyloxy)-5-(2-((5,6-diethyl-2,3-dihydro-1H-inden-2-yl)amino)-1-fluoroethyl)quinoline-2(1H)-one C(C1=CC=CC=C1)OC=1C=CC(=C2C=CC(NC12)=O)[C@H](CNC1CC2=CC(=C(C=C2C1)CC)CC)F